COC([C@@H](NC1=CC=CC=C1)C)=O phenyl-L-alanine methyl ester